methyl-dimethylchlorosilane C[Si](Cl)(C)C